C1(CCC1)N(C(=O)NC(C(=O)O)CCN(CCCCC1=NC=2NCCCC2C=C1)CCOC(C)C)C1CCC1 2-[di(cyclobutyl)carbamoylamino]-4-[2-(1-methylethoxy)ethyl-[4-(5,6,7,8-tetrahydro-1,8-naphthyridin-2-yl)butyl]amino]butanoic acid